CCCCCCCCC(CCCCCCCC)OC(C(=O)O)(CCCCCC\C=C/C\C=C/CCCCC)C(CCCCCCCCCC)=O.[N+](=O)([O-])C1=NC=CC=C1[Sn](C)(C)C 2-nitro-3-(trimethylstannyl)pyridine (heptadecan-9-yloxy)-l-1-oxoundecyl-(9Z,12Z)-octadeca-9,12-dienoate